tert-Butyl ((2-((3-((5-ethyl-2-methoxyphenyl)sulfonamido)-4-methoxybenzo[d]isoxazol-6-yl)oxy)pyridin-4-yl)methyl)carbamate C(C)C=1C=CC(=C(C1)S(=O)(=O)NC1=NOC2=C1C(=CC(=C2)OC2=NC=CC(=C2)CNC(OC(C)(C)C)=O)OC)OC